[W]([3H])([3H])([3H])[3H] tungsten tritide